(3-Methoxy-2,6-dimethylphenyl)boronic acid COC=1C(=C(C(=CC1)C)B(O)O)C